ClC1=NC=C(C(=N1)NC1=CC=C(C=C1)N1CC(C1)O)Cl 1-{4-[(2,5-dichloropyrimidin-4-yl)amino]phenyl}azetidin-3-ol